benzo[lmn][3,8]phenanthroline-1,3,6,8(2H,7H)-tetraone C1(NC(C=2C=CC=3C(NC(C=4C3C2C1=CC4)=O)=O)=O)=O